(2S,3R,4R,5S,6R)-2-(3-(4-(((1R,3s,5S)-bicyclo[3.1.0]hexan-3-yl)oxy)benzyl)-4-chlorophenyl)-6-(hydroxymethyl)tetrahydro-2H-pyran-3,4,5-triol [C@H]12CC(C[C@@H]2C1)OC1=CC=C(CC=2C=C(C=CC2Cl)[C@@H]2O[C@@H]([C@H]([C@@H]([C@H]2O)O)O)CO)C=C1